FC(F)(F)C=CC1=CC=C(C=C1)C trifluoromethyl-4-methylstyrene